FC=1C=CC(=NC1)ON1CC(CC1)C1=C(C=O)C=C(C=C1)OC 2-(1-(5-fluoropyridyloxyl)pyrrolidin-3-yl)-5-methoxybenzaldehyde